COC(/C(=C/OC)/C1=C(C=CC=C1)COC1=NC(=NC(=C1)C(F)(F)F)NC1=C(C=C(C=C1)Cl)Cl)=O (alphaE)-2-[[[2-[(2,4-dichlorophenyl)amino]-6-(trifluoromethyl)-4-pyrimidinyl]oxy]methyl]-α-(methoxymethylene)phenylacetic acid methyl ester